Cl.FC1=CC=C(C=C1)[C@H]1[C@@H](CNCC1)COC1=CC=C(OCCOCCO)C=C1 2-(2-(4-(((3S,4R)-4-(4-fluorophenyl)-piperidin-3-yl)methoxy)phenoxy)-ethoxy)ethan-1-ol hydrochloride